9-Chloro-6-((4,6-dimethyl-2-oxo-1,2-dihydropyridin-3-yl)methyl)-2-(4-(dimethylamino)cyclohexyl)-2,4-dimethyl-3,6,7,8-tetrahydrofurano[2,3-g]isoquinolin-5(2H)-one ClC=1C=2CCN(C(C2C(=C2C1OC(C2)(C)C2CCC(CC2)N(C)C)C)=O)CC=2C(NC(=CC2C)C)=O